C1=CC(=CC=C1N=NC2=C(C=C3C=C(C(=C(C3=C2N)O)N=NC4=CC=C(C=C4)S(=O)(=O)O)S(=O)(=O)O)S(=O)(=O)O)[N+](=O)[O-] The molecule is a bis(azo) compound that is naphthalene-2,7-disulfonic acid in which the hydrogens at positions 3, 4, 5, and 6 are replaced by (p-nitrophenyl)azo, amino, hydroxy, and (p-sulfophenyl)azo groups, respectively. The trisodium salt is the histological dye 'naphthalene blue black CS'. It has a role as a fluorochrome and a histological dye. It is a C-nitro compound, an aminonaphthalenesulfonic acid, a bis(azo) compound, a member of naphthols and a member of azobenzenes. It is a conjugate acid of a 4-amino-5-hydroxy-3-[(4-nitrophenyl)diazenyl]-6-[(4-sulfonatophenyl)diazenyl]naphthalene-2,7-disulfonate.